N=1N=CN(C1)C1=CC(=C2C=NNC2=C1)CNCCCNC(CCNCC1=CC(=C(C=C1)OC(F)(F)F)Cl)=O N-(3-(((6-(4H-1,2,4-triazol-4-yl)-1H-indazol-4-yl)methyl)amino)propyl)-3-((3-chloro-4-(trifluoromethoxy)benzyl)amino)propanamide